tert-butyl-4-[(R)-(5-chloro-2-pyridyl)-(4,4-difluorocyclohexyl)methyl]-4-hydroxy-piperidine-1-carboxylate C(C)(C)(C)OC(=O)N1CCC(CC1)(O)[C@H](C1CCC(CC1)(F)F)C1=NC=C(C=C1)Cl